NC=1C2=C(N=CN1)N(C(=C2C(=O)NC2=CC=C(C=C2)COC)C#CC(C)(C)O)C2(CC2)C 4-amino-6-(3-hydroxy-3-methylbut-1-yn-1-yl)-N-(4-(methoxymethyl)phenyl)-7-(1-methylcyclopropyl)-7H-pyrrolo[2,3-d]pyrimidine-5-carboxamide